N1=CC=C(C=C1)C=1N=NC(=NN1)C1=CC=NC=C1 3,6-di-4-pyridyl-1,2,4,5-tetrazine